C(C1=CC=CC=C1)N(C1=NC(=CC=C1)Cl)CC1=CC=CC=C1 N,N-dibenzyl-6-chloropyridine-2-amine